C1=C(C=CC2=CC=CC=C12)C1(C2=CC=CC=C2C=2C=CC=CC12)C1=CC=CC=C1 9-(naphthalene-2-yl)9-phenyl-9H-fluorene